N2-(2-fluoro-4-(methylsulfonyl)phenyl)-5-methoxy-3-methyl-N6-(5-methyl-1H-pyrazol-3-yl)-4-(1-methyl-1H-pyrazol-4-yl)pyridine-2,6-diamine FC1=C(C=CC(=C1)S(=O)(=O)C)NC1=NC(=C(C(=C1C)C=1C=NN(C1)C)OC)NC1=NNC(=C1)C